NC1=CC=C(C(=O)N2[C@@H](CC2)C(=O)NC=2SC=C(N2)C2=NC(=CC=C2)N2C[C@@H](O[C@@H](C2)C)C)C=C1 (S)-1-(4-aminobenzoyl)-N-(4-(6-((2S,6R)-2,6-dimethylmorpholino)pyridin-2-yl)thiazol-2-yl)azetidine-2-carboxamide